(R)-3-(6-(3-isopropyl-1H-pyrrolo[2,3-b]pyridin-5-yl)-1,2,3,4-tetrahydroisoquinolin-8-yl)-morpholine-4-carboxylic acid tert-butyl ester C(C)(C)(C)OC(=O)N1[C@@H](COCC1)C=1C=C(C=C2CCNCC12)C=1C=C2C(=NC1)NC=C2C(C)C